(4-methylpyridin-3-yl)(tetrahydro-2H-pyran-4-yl)methanol tert-butyl-4-(2-(2,6-dioxopiperidin-3-yl)-1-oxoisoindolin-5-yl)-5,6-dihydropyridine-1(2H)-carboxylate C(C)(C)(C)C1N(CCC(=C1)C=1C=C2CN(C(C2=CC1)=O)C1C(NC(CC1)=O)=O)C(=O)OC(C1CCOCC1)C=1C=NC=CC1C